O=C1OCCN1[C@@H]1C(=NN(C1)C(=O)N[C@H](C)C=1N=NC(=CC1)OC)C1=CC=C(C=C1)Cl (S)-4-(2-oxooxazolidin-3-yl)-3-(4-chlorophenyl)-N-((R)-1-(6-(methoxy)pyridazin-3-yl)ethyl)-4,5-dihydro-1H-pyrazol-1-carboxamide